COC(C1=C(C=C(C=C1OC)OC)N)=O 2-amino-4,6-dimethoxybenzoic acid methyl ester